FC1CN(CCC1)C(=O)[O-] 3-fluoropiperidine-1-carboxylate